(S)-4-(2-Fluorenylmethoxycarbonylamino-3-(4-(4-(3-methoxypropyl)-2-oxopiperazin-1-yl)phenyl)propanamido)-1-tert-butoxycarbonyl-indole C1(=CC=CC=2C3=CC=CC=C3CC12)COC(=O)N[C@H](C(=O)NC1=C2C=CN(C2=CC=C1)C(=O)OC(C)(C)C)CC1=CC=C(C=C1)N1C(CN(CC1)CCCOC)=O